methyl 2-{[(tert-butoxy) carbonyl] amino}-5-(3-{4-[3-(dimethylamino) propyl]-2-fluorophenoxy} propyl)-1,3-thiazole-4-carboxylate C(C)(C)(C)OC(=O)NC=1SC(=C(N1)C(=O)OC)CCCOC1=C(C=C(C=C1)CCCN(C)C)F